FC(C(C)(F)C=1C=CC(=NC1)N1N=CC(=C1)C1=C2C(=NC=C1)NC=N2)(F)F 7-(1-(5-(1,1,1,2-tetrafluoropropan-2-yl)pyridin-2-yl)-1H-pyrazol-4-yl)-3H-imidazo[4,5-b]pyridine